ClC1=CN=C(S1)NC([C@H](C1=CC=C(C=C1)C=1N=NN(N1)C)[C@@H]1CC(CC1)(F)F)=O (S)-N-(5-chlorothiazol-2-yl)-2-((S)-3,3-difluorocyclopentyl)-2-(4-(2-methyl-2H-tetrazol-5-yl)phenyl)acetamide